NC1=C(C=CC=C1)C1=C(C=CC=C1)[Pd-](P(C1=C(C=CC=C1)C1=C(C=CC=C1OC(C)C)OC(C)C)(C1CCCCC1)C1CCCCC1)Cl (2'-amino-[1,1'-biphenyl]-2-yl)(dicyclohexyl(2',6'-diisopropoxy-[1,1'-biphenyl]-2-yl)phosphoranyl)palladium(II) chloride